The molecule is a purine ribonucleoside 5'-monophosphate having xanthine as the nucleobase. It has a role as a metabolite, an Escherichia coli metabolite and a mouse metabolite. It is a purine ribonucleoside 5'-monophosphate and a xanthosine 5'-phosphate. It is a conjugate acid of a 5'-xanthylate(2-). C1=NC2=C(N1[C@H]3[C@@H]([C@@H]([C@H](O3)COP(=O)(O)O)O)O)NC(=O)NC2=O